CNC(=O)C1=C(C=CC=C1)NC(=O)C1=CNC2=CC=CC=C2C1=O N-{2-[(methylamino)carbonyl]phenyl}-4-oxo-1H-quinoline-3-carboxamide